C(C)(C)(C)OC(NCC(=O)C=1SC=C(C1)OC)=O [2-(4-methoxy-2-thienyl)-2-oxo-ethyl]carbamic acid tert-butyl ester